(3R,8S*)-tert-Butyl 3,10-dimethyl-11-oxo-8-(1H-pyrazol-3-yl)-3,4,8,9,10,11-hexahydro-1H-pyrido[4',3':3,4]pyrazolo[1,5-a][1,4]diazepine-2(7H)-carboxylate C[C@@H]1CC2=NN3C(C(N(C[C@@H](C3)C3=NNC=C3)C)=O)=C2CN1C(=O)OC(C)(C)C |o1:10|